(tert-butyl 1-(3-((7-bromo-2-oxo-2H-chromen-4-yl) oxy) propyl) piperidin-4-yl) carbamate C(N)(OC1CC(N(CC1)CCCOC1=CC(OC2=CC(=CC=C12)Br)=O)C(C)(C)C)=O